methyl (R)-3-iodo-1-isopropyl-4,5,6,7-tetrahydro-1H-indazole-6-carboxylate IC1=NN(C=2C[C@@H](CCC12)C(=O)OC)C(C)C